FC1=C(C=C(C(=C1)OC)[N+](=O)[O-])C=1C=NN(C1)C 4-(2-fluoro-4-methoxy-5-nitro-phenyl)-1-methyl-pyrazole